(5-(Trifluoromethyl)benzo[d]thiazol-2-yl)methanamine hydrochloride Cl.FC(C=1C=CC2=C(N=C(S2)CN)C1)(F)F